FC1(C(CNCC1)C1=CC(=NC=C1)CC(C(C)(F)F)N)F ((4-(4,4-difluoropiperidin-3-yl)pyridin-2-yl)methyl)-2,2-difluoropropan-1-amine